COC1=C(C=C(C=C1)N1CCOCC1)S(=O)(=O)N(CC1=CC=C(C=C1)OC)CC1=CC=C(C=C1)OC 2-methoxy-N,N-bis[(4-methoxyphenyl)methyl]-5-morpholinobenzenesulfonamide